ClC1=CC(=C(N)C=C1)C#CC1=C(C=C(C=C1)F)C(=C)OC 4-chloro-2-((4-fluoro-2-(1-methoxyvinyl)phenyl)ethynyl)aniline